(S)-tert-butyl 2-(acetoxy (5-methyl-1,2,4-oxadiazol-3-yl)methyl)pyrrolidine-1-carboxylate C(C)(=O)OC([C@H]1N(CCC1)C(=O)OC(C)(C)C)C1=NOC(=N1)C